C(C)(C)C1=C(C(=CC(=C1)C#CC1CCOCC1)C(C)C)CC(=O)O 2-(2,6-Diisopropyl-4-((tetrahydro-2H-pyran-4-yl)ethynyl)phenyl)acetic acid